1-(piperazine-1-carbonyl)-1H-pyrazole-3-carboxamide N1(CCNCC1)C(=O)N1N=C(C=C1)C(=O)N